methyl 4-amino-1-(3,5-dichloropyridin-4-yl)-6-oxo-1,6-dihydropyrimidine-5-carboxylate NC=1N=CN(C(C1C(=O)OC)=O)C1=C(C=NC=C1Cl)Cl